N-(3-(3-chloropyridin-4-yl)propyl)-1-(7-methylthiothieno[3,2-d]pyrimidin-4-yl)piperidin-4-amine ClC=1C=NC=CC1CCCNC1CCN(CC1)C=1C2=C(N=CN1)C(=CS2)SC